1-isopropyl-3-(2-(tert-butylthio)phenyl)-5-methyl-pyrazol-4-ol C(C)(C)N1N=C(C(=C1C)O)C1=C(C=CC=C1)SC(C)(C)C